N-(3-(Difluoromethyl)-1-((1r,4r)-4-formylcyclohexyl)-1H-pyrazol-4-yl)-5-(5-oxa-8-azaspiro[3.5]nonan-8-yl)pyrazolo[1,5-a]pyrimidine-3-carboxamide FC(C1=NN(C=C1NC(=O)C=1C=NN2C1N=C(C=C2)N2CCOC1(CCC1)C2)C2CCC(CC2)C=O)F